OCC=1C(=NC=CC1)C(=O)N(C)CCOC (hydroxymethyl)-N-(2-methoxyethyl)-N-methylpyridineamide